O[C@@H]([C@H](CO[C@H]1O[C@@H]([C@@H]([C@@H]([C@H]1O)O)O)CO)NC(CCCCCCCCCCN1CCCC1)=O)[C@@H](CCCCCCCCCCCCCC)O N-((2S,3S,4R)-3,4-dihydroxy-1-(((2S,3R,4S,5R,6R)-3,4,5-trihydroxy-6-(hydroxymethyl)tetrahydro-2H-pyran-2-yl)oxy)octadecan-2-yl)-11-(pyrrolidin-1-yl)undecanamide